N[C@@H](C(=O)O)CNC(=O)C1=CC2=NC=CC(=C2S1)OC (R)-2-amino-3-(7-methoxythieno[3,2-b]pyridine-2-carboxamido)propionic acid